2,2'-((6-bromo-8-chloro-1,5-dioxo-1,2,3,5-tetrahydroimidazo[1,5-a]pyridine-3,3-diyl)bis(methylene))bis(isoindoline-1,3-dione) BrC1=CC(=C2N(C1=O)C(NC2=O)(CN2C(C1=CC=CC=C1C2=O)=O)CN2C(C1=CC=CC=C1C2=O)=O)Cl